C(#N)C=1C=C(C(=O)OC)C=CC1NC(C1=CC=C(C=C1)C#N)=O Methyl 3-cyano-4-(4-cyanobenzamido)benzoate